2,6-dimethyl-1-nonen-3-yn-5-ol CC(=C)C#CC(C(CCC)C)O